3-formyl-carbazole-3-amine C(=O)C1(C=CC2=NC3=CC=CC=C3C2=C1)N